ClC=1C=C(C(=NC1)N1CC2(C1)CC(C2)NC2=NC=NC1=C2SC=2N=NC(=C(C21)C)C)F N-[2-(5-chloro-3-fluoro-2-pyridyl)-2-azaspiro[3.3]heptan-6-yl]-3,4-dimethyl-pyrimido[4',5':4,5]thieno[2,3-c]pyridazin-8-amine